O=C1N(C(C2=CC=CC=C12)=O)CCCCCOC1=C(CNC(OC(C)(C)C)=O)C=CC(=C1)C1=C(N=CS1)C tert-butyl (2-((5-(1,3-dioxoisoindolin-2-yl)pentyl)oxy)-4-(4-methylthiazol-5-yl)benzyl)carbamate